3,4,5-trimethoxystyryl(phenyl)butyrylamide COC=1C=C(C=C[N-]C(CCCC2=CC=CC=C2)=O)C=C(C1OC)OC